C(C)(C)(C)OC(N[C@H](CCCCNC(OC(C)(C)C)=O)C=1OC(=NN1)CNC)=O di-tert-butyl[(1R)-1-{5-[(methylamino)methyl]-1,3,4-oxadiazol-2-yl}pentane-1,5-diyl]biscarbamate